O=C(CNC=1C=C(C(=O)OC)C=CC1)NC1=C(C=CC=C1)SC1=CC=CC=C1 Methyl 3-((2-oxo-2-((2-(phenylthio)phenyl)amino)ethyl)amino)benzoate